5-Chloro-3-(N-(3,4-diethoxyphenyl)-N-methylsulfamoyl)-N-(3-(methylsulfonyl)phenyl)thiophene-2-carboxamide ClC1=CC(=C(S1)C(=O)NC1=CC(=CC=C1)S(=O)(=O)C)S(N(C)C1=CC(=C(C=C1)OCC)OCC)(=O)=O